C(CC\C=C/C\C=C/C\C=C/C\C=C/C\C=C/C\C=C/CC)(=O)O (4Z,7Z,10Z,13Z,16Z,19Z)-docosane-4,7,10,13,16,19-hexaenoic acid